COCC(OC(NC1=CC=CC=C1)=O)(C)COC bis(methoxymethyl)phenylurethane